N[C@@H](CC(=O)O)C1CC1 (S)-3-AMINO-3-CYCLOPROPYL-PROPIONIC ACID